3-(4-bromo-3-cyclopropylphenyl)-5-methyl-1,2,4-oxadiazole BrC1=C(C=C(C=C1)C1=NOC(=N1)C)C1CC1